diphenyl-(2-hydroxyphenyl-methyl)phosphine oxide C1(=CC=CC=C1)P(CC1=C(C=CC=C1)O)(C1=CC=CC=C1)=O